C(C)(C)(C)OC(=O)NC1=NC2=CC(=CC=C2C=C1)CN(C(C)=O)C1=C(C(=O)OC)C=CC=C1 methyl 2-{N-[(2-{[(tert-butoxy)carbonyl]amino}quinolin-7-yl)methyl]acetamido}benzoate